P(=O)(OCC1=C(C(=NN1C1=NC=CC(=C1)CC1=CC(=CC(=C1)F)C(F)F)C)C(N)=O)(O)O (4-carbamoyl-1-(4-(3-(difluoromethyl)-5-fluorobenzyl)pyridin-2-yl)-3-methyl-1H-pyrazol-5-yl)methyl dihydrogen phosphate